(4-(4-propylcyclohexyl)phenyl)boric acid C(CC)C1CCC(CC1)C1=CC=C(C=C1)OB(O)O